(S)-N-(3-cyano-4-fluorophenyl)-6-methyl-5-(2-oxo-2-((1,1,1-trifluoropropan-2-yl)amino)acetyl)-2,3-dihydro-1H-pyrrolizine-7-carboxamide C(#N)C=1C=C(C=CC1F)NC(=O)C=1C(=C(N2CCCC12)C(C(N[C@H](C(F)(F)F)C)=O)=O)C